OC1=C(C(=CC(=C1)C)C)N1N=C2N=C(NC(C2=C1)=O)OC(C(F)(F)F)C 2-(2-hydroxy-4,6-dimethylphenyl)-6-[(1,1,1-trifluoropropan-2-yl)oxy]-2,5-dihydro-4H-pyrazolo[3,4-d]pyrimidin-4-one